Cl.N=1N=C(NC1)COC1=C(C=C(C=C1)C1=CC(=CC=2N(C(N(C21)C)=O)CC(=O)NC2=CC=C(C=C2)F)C(F)(F)F)OC 2-(4-(4-((4H-1,2,4-triazol-3-yl)methoxy)-3-methoxyphenyl)-3-methyl-2-oxo-6-(trifluoromethyl)-2,3-dihydro-1H-benzo[d]imidazol-1-yl)-N-(4-fluorophenyl)acetamide hydrochloride